(trans)-4-({5-[N-(2-cyclopropyl-4-iodo-5-methylphenyl)but-2-ynamido]-1-methylpyrazolo[4,3-b]pyridin-3-yl}oxy)cyclohexane-1-carboxylic acid C1(CC1)C1=C(C=C(C(=C1)I)C)N(C(C#CC)=O)C1=CC=C2C(=N1)C(=NN2C)O[C@@H]2CC[C@H](CC2)C(=O)O